C(C(C)C)N(S(=O)(=O)C1=CC=C(C=C1)C)C=1C=C(C(=O)O)C=CC1 3-(N-isobutyl-4-methylphenylsulfonamido)benzoic acid